C(C)(C)(C)N(C(O)=O)CCOCCOC1=C(C=CC(=C1)CC(=O)NC=1SC(=C(N1)C=1C=C2CCNC2=CC1)C)F.COC1=C(C=CC=C1)C=1SC=CC1 2-(2-methoxyphenyl)thiophene tert-butyl-(2-(2-(2-fluoro-5-(2-((4-(indolin-5-yl)-5-methylthiazol-2-yl)amino)-2-oxoethyl)phenoxy)ethoxy)ethyl)carbamate